[N+](=O)([O-])C1=C(C#N)C=CC(=C1)[N+](=O)[O-] 2,4-dinitrobenzonitrile